CN1C(C(CCC1)C)=O 1,3-dimethyl-2-piperidone